Natrium (S)-3-(4-Fluoro-2',6'-dimethylbiphenyl-3-yl)-3-(3-(1-methyl-4-oxido-2-oxo-1,2-dihydropyridin-3-yl)ureido)propanoat FC1=C(C=C(C=C1)C1=C(C=CC=C1C)C)[C@H](CC(=O)[O-])NC(=O)NC=1C(N(C=CC1[O-])C)=O.[Na+].[Na+]